2-(trimethylsilylmethyl)-2-propene-1-ol C[Si](C)(C)CC(CO)=C